2,3-Dihydrophenalen-1-one C1(CCC2=CC=CC3=CC=CC1=C23)=O